benzyl N-[(3R)-3-[3-[3-(hydroxymethyl)phenyl]-1-tetrahydropyran-2-yl-pyrazolo[3,4-b]pyridin-5-yl]oxybutyl]carbamate OCC=1C=C(C=CC1)C1=NN(C2=NC=C(C=C21)O[C@@H](CCNC(OCC2=CC=CC=C2)=O)C)C2OCCCC2